(4-benzoylbenzoyl)adenosine 5'-triphosphate P(O)(=O)(OP(=O)(O)OP(=O)(O)O)OC[C@@H]1[C@H]([C@H]([C@@](O1)(N1C=NC=2C(N)=NC=NC12)C(C1=CC=C(C=C1)C(C1=CC=CC=C1)=O)=O)O)O